Ethyl (2R)-2-hydroxypropionate O[C@@H](C(=O)OCC)C